1-((5-(1H-1,2,3-triazol-1-yl)pyridin-2-yl)methyl)-4-(1-(fluoromethyl)cyclopropyl)-1,4-dihydropyrazine-2,3-dione N1(N=NC=C1)C=1C=CC(=NC1)CN1C(C(N(C=C1)C1(CC1)CF)=O)=O